propyl-pyrrolidine bis(trifluoromethanesulfonyl)imide salt [N-](S(=O)(=O)C(F)(F)F)S(=O)(=O)C(F)(F)F.C(CC)N1CCCC1